CCNC1=NC(=NC(=N1)OC)NC(C)(C)C The molecule is a diamino-1,3,5-triazine that is N-tert-butyl-N'-ethyl-1,3,5-triazine-2,4-diamine substituted by a methoxy group at position 6. It is an agrochemical used as a herbicide. It has a role as an environmental contaminant, a xenobiotic, a herbicide and an agrochemical. It is a methoxy-1,3,5-triazine and a diamino-1,3,5-triazine.